methyl N-[[5-[1-(2,6-difluoro-4-nitrophenyl)-1H-1,2,3-triazol-4-yl]-2-methylphenyl]methyl]carbamate FC1=C(C(=CC(=C1)[N+](=O)[O-])F)N1N=NC(=C1)C=1C=CC(=C(C1)CNC(OC)=O)C